FC([C@](N)(C(=O)O)F)(C1=CC=CC=C1)F trifluoro-phenylalanine